C1(CC1)N[C@H]1CN(CCC1)C1=NC=CC(=N1)O (R)-2-(3-(cyclopropylamino)piperidin-1-yl)pyrimidin-4-ol